6-[(1S,4S)-5-Methyl-2,5-diazabicyclo[2.2.1]heptan-2-yl]-N-{2-[3-(pyrrolidine-1-carbonyl)phenyl]-[1,3]thiazolo[5,4-c]pyridin-6-yl}pyrazin-2-amine CN1[C@@H]2CN([C@H](C1)C2)C2=CN=CC(=N2)NC2=CC1=C(C=N2)SC(=N1)C1=CC(=CC=C1)C(=O)N1CCCC1